O=C1N(CCC1)COC(C(=C)C)=O.C(C=C)SSCCC 1-(prop-2-enyldithio)propane (2-oxopyrrolidin-1-yl)methyl-methacrylate